2,4-Dihydroxyimidazo[1,5-a]pyrimidine-8-carboxylic acid methyl ester COC(=O)C=1N=CN2C1N=C(C=C2O)O